OCC(CCC)(O)CO bis(hydroxymethyl)butanol